difluorosulfimide potassium [K].FS(=N)F